(E)-5-(2-bromovinyl)uridine Br/C=C/C=1C(NC(N([C@H]2[C@H](O)[C@H](O)[C@@H](CO)O2)C1)=O)=O